ClC=1C(=C2C=NNC2=C(C1F)OC(C)C)C=1N=CC=2N(C1)C=C(N2)NC(=O)C2C(C2)F N-(6-(5-chloro-6-fluoro-7-isopropoxy-1H-indazol-4-yl)imidazo[1,2-a]pyrazin-2-yl)-2-fluorocyclopropane-1-carboxamide